FC=1C=NC=CC1C=1C=C2N(N=CC(=C2NC(C)C)C(=O)NCCN2CCOCC2)C1 6-(3-fluoropyridin-4-yl)-4-(isopropylamino)-N-(2-morpholinoethyl)pyrrolo[1,2-b]pyridazine-3-carboxamide